CCCCCCCCC(CCCCCCCC)OC(CCCCCCCN(CCCCCCCC(=O)OCCC(CCCCCC)CCCC)CCCNC1=C(C(C1=O)=O)NC)=O 3-butylnonyl 8-{[8-(heptadecan-9-yloxy)-8-oxooctyl](3-{[2-(methylamino)-3,4-dioxocyclobut-1-en-1-yl]amino}propyl)amino}octanoate